FC(C=1C(=C(C=CC1)[C@@H](C)NC=1C=2C(N=C(N1)C)=C(C(N(C2)N2CCOCC2)=O)F)F)F (R)-4-((1-(3-(difluoromethyl)-2-fluorophenyl)ethyl)amino)-8-fluoro-2-methyl-6-morpholinopyrido[4,3-d]pyrimidin-7(6H)-one